6-[4-(2-cyano-2-hydroxy-2-methylethoxy)phenyl]-4-{[(3S)-piperidin-3-yl]amino}pyrido[3,2-d]pyrimidine-8-carboxamide hydrochloride Cl.C(#N)C(COC1=CC=C(C=C1)C=1C=C(C=2N=CN=C(C2N1)N[C@@H]1CNCCC1)C(=O)N)(C)O